N(=C=O)C1C(CC(CC1)CC1CC(C(CC1)N=C=O)C)C bis-(4-isocyanato-3-methylcyclohexyl)-methane